N-(6-amino-5-methyl-3-pyridyl)-2-[(2S)-2-(1H-indazol-5-yl)-1-piperidyl]-2-oxo-acetamide NC1=C(C=C(C=N1)NC(C(=O)N1[C@@H](CCCC1)C=1C=C2C=NNC2=CC1)=O)C